6-isopropoxy-2-(1-methyl-2-oxabicyclo[2.1.1]hexan-4-yl)-N-(1-((1R,2S)-2-methylcyclopropyl)-2-oxo-1,2-dihydropyridin-3-yl)-2H-indazole-5-carboxamide C(C)(C)OC=1C(=CC2=CN(N=C2C1)C12COC(C1)(C2)C)C(=O)NC=2C(N(C=CC2)[C@H]2[C@H](C2)C)=O